tert-butyl 4-(4-bromo-N-ethylphenylsulfonimidoyl)piperidine-1-carboxylate BrC1=CC=C(C=C1)S(=O)(=NCC)C1CCN(CC1)C(=O)OC(C)(C)C